Tert-butyl 4-{2-[(tert-butyldimethylsilyl)oxy]-1-hydroxyethyl}-3-oxo-2-azabicyclo[3.1.0]hexane-2-carboxylate [Si](C)(C)(C(C)(C)C)OCC(O)C1C(N(C2CC12)C(=O)OC(C)(C)C)=O